Br.ClC=1C(=C(C=CC1)C1(CCNCC1)NC1=CC=C2C=CN(C(C2=C1)=O)C)C 7-{[4-(3-chloro-2-methylphenyl)piperidin-4-yl]amino}-2-methylisoquinolin-1-one hydrobromide